3-(2-chloro-3-fluoro-5-methylpyridin-4-yl)-6-hydroxy-2-methylpyrimidin-4-one ClC1=NC=C(C(=C1F)N1C(=NC(=CC1=O)O)C)C